C(C)OC(CCC=1CC(C=CC1)(C1=CC=C(C=C1)OC)C1=C2CCN(CC2=CC=C1)C(C1=CC=C(C=C1)OC)=O)=O (l)-3-(2-(4-Methoxybenzoyl)-1,2,3,4-tetrahydroisoquinolin-5-yl)-3-(4-methoxyphenyl)benzenepropanoic acid ethyl ester